CC1(C2=NCN([C@H]3[C@H](O)[C@H](O)[C@@H](CO)O3)C2=NC=N1)NC(NC([C@@H](N)[C@H](O)C)=O)=O 6-methyl-N6-threonylcarbamoyladenosine